tertbutyl (S)-3-(4-(6-chloro-3-((1-(4-chlorobenzoyl)-4-hydroxypiperidin-4-yl)methyl)-4-oxo-3,4-dihydro-7H-pyrrolo[2,3-d]pyrimidin-7-yl)phenyl)morpholine-4-carboxylate ClC1=CC2=C(N=CN(C2=O)CC2(CCN(CC2)C(C2=CC=C(C=C2)Cl)=O)O)N1C1=CC=C(C=C1)[C@@H]1N(CCOC1)C(=O)OC(C)(C)C